FC1=CC=2N(C=C1)C(=CN2)C2=C1CN(C(C1=C(C=C2)NC2=NC=C(C=C2)[C@H](C)N2CCOCC2)=O)C(=O)OC(C)(C)C tert-butyl (S)-4-(7-fluoroimidazo[1,2-a]pyridin-3-yl)-7-((5-(1-(N-morpholinyl) ethyl) pyridin-2-yl) amino)-1-oxoisoindoline-2-carboxylate